diethyl 4-cyclohexene-1,2-dicarboxylate C1(C(CC=CC1)C(=O)OCC)C(=O)OCC